BrC=1C=C(OC2CCOCC2)C=CC1N 4-(3-bromo-4-aminophenoxy)tetrahydro-2H-pyran